C1(CC1)C=1N=CN(C1)C=1C(=CC(=C(C=O)C1)F)C(F)(F)F 5-(4-cyclopropyl-1H-imidazol-1-yl)-2-fluoro-4-(trifluoromethyl)benzaldehyde